C(C)C1=C(C(=CC=C1)CC)N1C(=NCC(=C1O)CC1=CC(=C(C=C1)C1=C(C(=NC=C1)F)C)F)C1=NN(C=C1)C(C)C 1-(2,6-diethylphenyl)-5-{[3-fluoro-4-(2-fluoro-3-methylpyridin-4-yl)phenyl]methyl}-6-hydroxy-2-[1-(propan-2-yl)-1H-pyrazol-3-yl]-1,4-dihydropyrimidin